ClC1=NC(=C(C=C1C)[N+](=O)[O-])Cl 2,6-dichloro-3-methyl-5-nitropyridine